8-(3-fluoro-2,4-dimethylphenyl)-9-(4-((1-(3-fluoropropyl)azetidin-3-ylidene)methyl)phenyl)-6,7-dihydro-5H-benzo[7]annulene-3-carboxylic acid FC=1C(=C(C=CC1C)C=1CCCC2=C(C1C1=CC=C(C=C1)C=C1CN(C1)CCCF)C=CC(=C2)C(=O)O)C